C1(CC1)C=1C=C(N=NC1C1=C(C=C(C=C1)C#C)OCOCC)N[C@H]1CNCCC1 (R)-3-((5-cyclopropyl-6-(2-(ethoxymethoxy)-4-ethynylphenyl)pyridazin-3-yl)amino)piperidin